C1(CCCC1)N1N=C(C=2C1=NC(=NC2N2[C@@H](CCC2)CO)NC=2N=CN(C2)C2=CC(=C(C(=C2)OC)OC)OC)C (S)-(1-(1-cyclopentyl-3-methyl-6-((1-(3,4,5-trimethoxyphenyl)-1H-imidazol-4-yl)amino)-1H-pyrazolo[3,4-d]pyrimidin-4-yl)pyrrolidin-2-yl)methanol